[Na+].C(CN(CC(=O)[O-])CC(=O)[O-])N(CC(=O)O)CC(=O)[O-].[Cu+2] cupric ethylenediaminetetraacetate sodium salt